OC(CCC(C(=O)[O-])CC(OCCCC\C=C/CC)OCCCC\C=C/CC)CCC(C(=O)[O-])CC(OCCCC\C=C/CC)OCCCC\C=C/CC 3-hydroxypentane-1,5-diylbis(4,4-bis(((Z)-oct-5-en-1-yl) oxy) butyrate)